N1C=C(C2=CC=CC=C12)C[C@@H](CC)NC12CC(C1)C2 (R)-N-(1-(1H-indol-3-yl)but-2-yl)bicyclo[1.1.1]Pentan-1-amine